OC(C(=O)C1=CC=C(C=C1)OCCO)(C)C 2-hydroxy-2-methyl-1-[4-(2-hydroxyethoxy)phenyl]propan-1-one